FC(C(C)(O)C1=CC=C(C=C1)CC(=O)N)(F)F 4-(1,1,1-trifluoro-2-hydroxypropan-2-yl)phenylacetamide